C1(CC1)C1=CC=C(N)C=C1 4-cyclopropanylaniline